boron-tungsten [W].[B]